CN(CCOCCO)C 2-(2-dimethylaminoethoxy)-ethanol